Trifluoromethanesulfonyl-4-methyl-1,2,4-triazolium trifluoromethanesulfonate FC(S(=O)(=O)[O-])(F)F.FC(S(=O)(=O)[N+]=1N=CN(C1)C)(F)F